2-[Methyl-[4-[(E)-3-naphthalen-2-ylprop-2-enoyl]phenyl]sulfonylamino]acetic acid CN(CC(=O)O)S(=O)(=O)C1=CC=C(C=C1)C(\C=C\C1=CC2=CC=CC=C2C=C1)=O